2-((4-(3-(2-Chloro-4-methylphenoxy)benzoyl)piperazin-1-yl)methyl)-1-((1-ethyl-1H-imidazol-5-yl)methyl)-1H-benzo[d]imidazole-6-carboxylic acid ClC1=C(OC=2C=C(C(=O)N3CCN(CC3)CC3=NC4=C(N3CC3=CN=CN3CC)C=C(C=C4)C(=O)O)C=CC2)C=CC(=C1)C